ClC=1C=C2C=C(COC2=CC1F)C(=O)N 6-Chloro-7-fluoro-2H-chromene-3-carboxamide